C(#N)C1=CC(=C(C=C1)C1OC2=C(C=CC=C2C(=C1)F)C1CCN(CC1)CC1=NC=2C(=NC(=CC2)C(=O)O)N1C[C@H]1OCC1)F 2-((4-(2-(4-cyano-2-fluorophenyl)-4-fluoro-2H-chromen-8-yl)piperidin-1-yl)methyl)-3-(((S)-oxetan-2-yl)methyl)-3H-imidazo[4,5-b]pyridine-5-carboxylic acid